C(C1=CC=CC=C1)(=O)OCC1(CC1)N(C(=O)C1=NOC2=C1CN(CC2)C(=O)C=2NC1=CC=CC=C1C2)C {1-[N-methyl-5-(1H-indole-2-carbonyl)-4H,5H,6H,7H-[1,2]oxazolo[4,5-c]pyridine-3-amido]cyclopropyl}methyl benzoate